2-(4-(9-phenyl-9H-carbazole-2-yl)phenyl)-9H-xanthene C1(=CC=CC=C1)N1C2=CC=CC=C2C=2C=CC(=CC12)C1=CC=C(C=C1)C1=CC=2CC3=CC=CC=C3OC2C=C1